1-(3,5-dichlorophenyl)3-(3-bromo-5-chlorophenyl)urea ClC=1C=C(C=C(C1)Cl)NC(=O)NC1=CC(=CC(=C1)Cl)Br